2,2'-Methylenbis[6-(α-methylbenzyl)-4-nonylphenol] C(C1=C(C(=CC(=C1)CCCCCCCCC)C(C1=CC=CC=C1)C)O)C1=C(C(=CC(=C1)CCCCCCCCC)C(C1=CC=CC=C1)C)O